IC=1C(=C(C(=C(C1)O)I)I)[N+](=O)[O-] tri-iodo-4-nitrophenol